ClC=1C=C(C=CC1)C1(OC(=C(C1=O)O)N)C 2-(3-chlorophenyl)-2-methyl-4-hydroxy-5-amino-3(2H)-furanone